3-(6-aminopyridin-3-yl)-N-((5-(5-(4,4-difluoropiperidine-1-carbonyl)pyridin-2-yl)-3-methyl-7-(trifluoromethyl)benzofuran-2-yl)methyl)acrylamide NC1=CC=C(C=N1)C=CC(=O)NCC=1OC2=C(C1C)C=C(C=C2C(F)(F)F)C2=NC=C(C=C2)C(=O)N2CCC(CC2)(F)F